C(C(=C)CC(=O)[O-])(=O)OCCCCC monopentyl itaconate